5-chloro-2-(difluoromethyl)-N-((1r,4r)-4-((2-oxo-3-(quinolin-6-yl)-2,3-dihydro-1H-benzo[d]imidazol-1-yl)methyl)cyclohexyl)nicotinamide ClC=1C=NC(=C(C(=O)NC2CCC(CC2)CN2C(N(C3=C2C=CC=C3)C=3C=C2C=CC=NC2=CC3)=O)C1)C(F)F